COCCOC1=C(C=NC=C1[N+](=O)[O-])C 4-(2-methoxyethoxy)-3-methyl-5-nitropyridine